4-(cyclopropylamino)-2-((4-(4-(ethylsulfonyl)piperazin-1-yl)phenyl)amino)pyrimidine-5-carboxamide C1(CC1)NC1=NC(=NC=C1C(=O)N)NC1=CC=C(C=C1)N1CCN(CC1)S(=O)(=O)CC